N-(2-(4-((2-(2-isopropylphenyl)-8-oxo-7,8-dihydro-9H-purin-9-yl)methyl)phenyl)-1-methyl-1H-imidazol-4-yl)acetamide C(C)(C)C1=C(C=CC=C1)C1=NC=C2NC(N(C2=N1)CC1=CC=C(C=C1)C=1N(C=C(N1)NC(C)=O)C)=O